tert-butyl (3-(aminomethyl)cyclobutyl)carbamate NCC1CC(C1)NC(OC(C)(C)C)=O